N-(5-methyl-3-pyridyl)-2-[(2S,5R)-5-methyl-2-(2-thienyl)-1-piperidyl]-2-oxo-acetamide CC=1C=C(C=NC1)NC(C(=O)N1[C@@H](CC[C@H](C1)C)C=1SC=CC1)=O